4-[3-([6-[4-(hydroxymethyl)piperidin-1-yl]pyridin-3-yl]methyl)-4,4-dimethyl-5-oxo-2-sulfanylideneimidazolidin-1-yl]-2-(trifluoromethyl)benzonitrile OCC1CCN(CC1)C1=CC=C(C=N1)CN1C(N(C(C1(C)C)=O)C1=CC(=C(C#N)C=C1)C(F)(F)F)=S